2,5-Dimethylquinolin-8-yl-4-(diethylamino)benzoate CC1=NC2=C(C=CC(=C2C=C1)C)OC(C1=CC=C(C=C1)N(CC)CC)=O